(R)-3-(benzofuran-7-yloxy)-N-ethyl-3-(thiophen-2-yl)propan-1-amine O1C=CC2=C1C(=CC=C2)O[C@H](CCNCC)C=2SC=CC2